C(#N)C=1C=C(C=NC1OC(F)F)NC(=O)[C@@H]1C[C@](C2=C1C=NC=1N2N=C(C1)F)(C)C=1C=NN(C1)C1CC1 cis-N-(5-cyano-6-(difluoromethoxy)pyridin-3-yl)-8-(1-cyclopropyl-1H-pyrazol-4-yl)-2-fluoro-8-methyl-7,8-dihydro-6H-cyclopenta[e]pyrazolo[1,5-a]pyrimidine-6-carboxamide